2-[(2-Chloroacetyl)-[[(2S)-1-[4-(4-methoxyphenyl)phenyl]sulfonylpyrrolidin-2-carbonyl]amino]amino]acetamid ClCC(=O)N(CC(=O)N)NC(=O)[C@H]1N(CCC1)S(=O)(=O)C1=CC=C(C=C1)C1=CC=C(C=C1)OC